OCC=1C=CC(=C2CN(C(NC12)=O)C1CCC(CC1)C(=O)NC1=CC(=C(C=C1)C)OC)C (1s,4s)-4-(8-(Hydroxymethyl)-5-methyl-2-oxo-1,2-dihydroquinazolin-3(4H)-yl)-N-(3-methoxy-4-methylphenyl)cyclohexanecarboxamide